CC(=CCC1=C(C=C(C2=C1O[C@@H]([C@H](C2=O)O)C3=CC=C(C=C3)O)O)O[C@H]4[C@@H]([C@H]([C@@H]([C@H](O4)CO)O)O)O)C The molecule is a member of the class of dihydroflavonols that is (+)-dihydrokaempferol substituted by a prenyl group at position 8 and a beta-D-glucopyranosyl group at position 7 via a glycosidic linkage. Isolated from Phellodendron amurense and Commiphora africana, it exhibits inhibition of intestinal P-glycoprotein. It has a role as a metabolite. It is a member of dihydroflavonols, a flavanone glycoside, a trihydroxyflavanone, a monosaccharide derivative, a beta-D-glucoside and a member of 4'-hydroxyflavanones. It derives from a (+)-dihydrokaempferol.